C12(CCC(CC1)CC2)NC(=O)NCC2=CC(=NC=C2)OC(F)F 1-(1-bicyclo[2.2.2]octanyl)-3-[[2-(difluoromethoxy)pyridin-4-yl]methyl]urea